CC1=CC(=NC(=C1)C)NC1=CC(=CC=2N(C(=NC21)C(C)C)C)C2=CC=C(C=C2)N2CCN(CC2)C(C)C N-(4,6-dimethylpyridin-2-yl)-2-isopropyl-6-(4-(4-isopropylpiperazin-1-yl)phenyl)-1-methyl-1H-benzo[d]imidazol-4-amine